[Pb-]1=CC=CC=C1 plumbainide